ClC1=NC=C(C(=N1)NCC1=CC=C(C=C1)C=1N(C=C(N1)C(F)(F)F)C)C#N 2-Chloro-4-((4-(1-methyl-4-(trifluoromethyl)-1H-imidazol-2-yl)benzyl)amino)pyrimidine-5-carbonitrile